ethyl 2-({6-[(1,3-benzothiazol-2-yl)amino]-4,5-dimethylpyridazin-3-yl}amino)-5-(3-{4-[3-(dimethylamino)prop-1-yn-1-yl]-2-fluorophenoxy}propyl)-1,3-thiazole-4-carboxylate S1C(=NC2=C1C=CC=C2)NC2=C(C(=C(N=N2)NC=2SC(=C(N2)C(=O)OCC)CCCOC2=C(C=C(C=C2)C#CCN(C)C)F)C)C